COC1=CC=C(C=C1)N1C(C2(CC1=O)N1N(C=3C=CC=CC32)CC(C1=O)(C)C)=O 1'-(4-Methoxyphenyl)-2,2-dimethyl-2,3-dihydro-1H-spiro[pyrazolo[1,2-a]indazole-9,3'-pyrrolidine]-1,2',5'-trione